Cl.FC1=C(C=C(C=C1C)N1N=C2C([C@@H](NCC2)C)=C1N1C(NC=C1)=O)C (S)-1-(2-(4-fluoro-3,5-dimethylphenyl)-4-methyl-4,5,6,7-tetrahydro-2H-pyrazolo[4,3-c]pyridin-3-yl)-1,3-dihydro-2H-imidazol-2-one hydrochloride